BrC=1C=C(CC2ON(OS2)CCCCCCC(=O)NO)C=CC1 (Z)-7-(5-(3-bromobenzyl)-2,4-dioxathiazolidin-3-yl)-N-hydroxyheptanamide